C1(C(C(C(C1)N)N)N)N 1,2,3,4-cyclopentanetetramine